COC1CCC(N(C1)C1CNC(CC1)[N+](=O)[O-])CO (5-methoxy-1-(6-nitropiperidin-3-yl)piperidin-2-yl)methanol